ClC=1C=NC(=C(C(=O)NC2CCC(CC2)CN2C(N(C3=C2C=CC=C3)C=3C=NC(=CC3)OC[C@@H]3CN(CCO3)C)=O)C1)C 5-chloro-2-methyl-N-((1S,4r)-4-((3-(6-(((S)-4-methyl-morpholin-2-yl)methoxy)pyridin-3-yl)-2-oxo-2,3-dihydro-1H-benzo[d]imidazol-1-yl)methyl)cyclohexyl)nicotinamide